FC(C1=CC=C(OC2=CC(=NC=C2)N2CCC(CC2)N)C=C1)(F)F (4-(4-(trifluoromethyl)phenoxy)pyridin-2-yl)piperidin-4-amine